N-[4-({3-[(2-{2-[(tert-butyldimethylsilyl)oxy]ethoxy}ethyl)sulfanyl]-6-(5-chloro-2-fluorophenyl)pyridazin-4-yl}amino)pyridin-2-yl]-3-(4-methylpiperazin-1-yl)propanamide [Si](C)(C)(C(C)(C)C)OCCOCCSC=1N=NC(=CC1NC1=CC(=NC=C1)NC(CCN1CCN(CC1)C)=O)C1=C(C=CC(=C1)Cl)F